FC=1C=CC(=C(C1)C1CCN(CC1)C1CC2(CNC2)CC1)OC1CCOCC1 6-(4-(5-fluoro-2-((tetrahydro-2H-pyran-4-yl)oxy)phenyl)piperidin-1-yl)-2-azaspiro[3.4]octane